5-((2-((R)-2-amino-3-methylbutanamidyl)ethyl)carbamoyl)-2-(2-(4-fluorophenyl)butyryl)-4-methylthiophene-3-carboxylic acid methyl ester COC(=O)C1=C(SC(=C1C)C(NCCNC([C@@H](C(C)C)N)=O)=O)C(C(CC)C1=CC=C(C=C1)F)=O